tri-n-butyl-monoethyl-ammonium monoethyl-carbonate C(C)OC([O-])=O.C(CCC)[N+](CC)(CCCC)CCCC